(2R,4S)-4-(pyridin-4-yl)pyrrolidine-1,2-dicarboxylic acid 1-tert-butyl ester 2-methyl ester COC(=O)[C@@H]1N(C[C@@H](C1)C1=CC=NC=C1)C(=O)OC(C)(C)C